SCC(CO)C1=CSC=C1 3-mercapto-2-(thiophen-3-yl)propan-1-ol